ClC=1C=C(C=NC1)C1=C2C(=NN(C1=O)C1=CC3=CN(N=C3C=C1)C)C=CN2CC2CC2 4-(5-chloropyridin-3-yl)-5-(cyclopropylmethyl)-2-(2-methyl-2H-indazol-5-yl)-2,5-dihydro-3H-pyrrolo[3,2-c]pyridazin-3-one